C[C@H]1[C@H]([C@H]([C@@H]([C@@H](O1)O[C@H]2[C@H]([C@H](OC([C@@H]2O)O)CO)O)O)O)O The molecule is a glycosylgalactose consisting of an alpha-L-fucopyranose residue and a D-galactopyranose residue joined in sequence by a (1->3) glycosidic bond. It derives from an alpha-L-fucose and a D-galactopyranose.